N-[4-[1-(4-chlorophenyl)-1-methyl-prop-2-ynyl]oxazol-2-yl]-2,6-difluoro-4-piperazin-1-yl-benzamide ClC1=CC=C(C=C1)C(C#C)(C)C=1N=C(OC1)NC(C1=C(C=C(C=C1F)N1CCNCC1)F)=O